5-chloro-2-fluoro-N-(5-fluoro-1,3-thiazol-2-yl)-4-{[4-({2-[(2S)-pyrrolidin-2-yl]ethyl}amino)butyl]amino}benzenesulfonamide ClC=1C(=CC(=C(C1)S(=O)(=O)NC=1SC(=CN1)F)F)NCCCCNCC[C@H]1NCCC1